ClCCCCOC1=CC=C2C=CC(NC2=C1)=O 7-(4-chloro-butyloxy)-1H-quinolin-2-one